cyclopentyl (1-methylcyclobutyl)carbamate CC1(CCC1)NC(OC1CCCC1)=O